[(3R,4aR,5S,6S,6aS,10S,10aR,10bS)-3-ethenyl-6,10,10b-trihydroxy-3,4a,7,7,10a-pentamethyl-1-oxo-5,6,6a,8,9,10-hexahydro-2H-benzo[f]chromen-5-yl]acetate C(=C)[C@@]1(O[C@@]2([C@H]([C@H]([C@@H]3[C@@]([C@]2(C(C1)=O)O)([C@H](CCC3(C)C)O)C)O)CC(=O)[O-])C)C